ClC=1C(=C(C=CC1)C=C(C#N)C1=C(C=C(C=C1)Cl)Cl)F 3-(3-chloro-2-fluorophenyl)-2-(2,4-dichlorophenyl)acrylonitrile